cis-7-methyl-8-((3,4,5-trifluorophenyl)carbamoyl)-2,3,3a,4,10,10a-hexahydro-1H,7H-dipyrrolo[3,4-b:3',4'-f][1,4,5]oxathiazocin-2-ium 5,5-dioxide iodide [I-].CN1C(=C2OC[C@@H]3[C@H](NS(C2=C1)(=O)=O)C[NH2+]C3)C(NC3=CC(=C(C(=C3)F)F)F)=O